(2R,6R)-N-[2-(3,3-dimethylbutyl)-2-azaspiro[3.3]heptan-6-yl]-2,6-dimethyl-4-[5-(trifluoromethyl)pyrimidin-2-yl]piperazine-1-carboxamide CC(CCN1CC2(C1)CC(C2)NC(=O)N2[C@@H](CN(C[C@H]2C)C2=NC=C(C=N2)C(F)(F)F)C)(C)C